[C@@H]1(C=C[C@@H](CO)O1)N1C=NC=2C(=O)NC(N)=NC12 2',3'-didehydro-2',3'-dideoxyguanosine